4-[[3-[4-[[2-allyl-1-[6-(1-hydroxy-1-methyl-ethyl)-2-pyridyl]-3-oxo-pyrazolo[3,4-d]pyrimidin-6-yl]amino]piperidine-1-carbonyl]-4-fluoro-phenyl]methyl]-2H-phthalazin-1-one C(C=C)N1N(C2=NC(=NC=C2C1=O)NC1CCN(CC1)C(=O)C=1C=C(C=CC1F)CC1=NNC(C2=CC=CC=C12)=O)C1=NC(=CC=C1)C(C)(C)O